ClC1=C(C(C(=O)[O-])=CC(=C1)Cl)O.[Ti+4].ClC1=C(C(C(=O)[O-])=CC(=C1)Cl)O.ClC1=C(C(C(=O)[O-])=CC(=C1)Cl)O.ClC1=C(C(C(=O)[O-])=CC(=C1)Cl)O titanium 3,5-dichloro-salicylate